The molecule is a pseudoguaianolide that is decahydroazuleno[6,5-b]furan-2(3H)-one substituted by an oxo group at position 5, methyl groups at positions 4a and 8 and a methylidene group at position 3. It has been isolated from the aerial parts of Inula hupehensis. It has a role as an anti-inflammatory agent, a plant metabolite and a metabolite. It is a pseudoguaianolide, a gamma-lactone, a cyclic ketone and an organic heterotricyclic compound. C[C@H]1C[C@@H]2[C@H](C[C@]3([C@H]1CCC3=O)C)C(=C)C(=O)O2